2-[(6-chloropyridazin-3-yl)thio]-N,N-diethyl-acetamide ClC1=CC=C(N=N1)SCC(=O)N(CC)CC